ClC1=CC2=C(N(C(N=C2N2[C@H](CN(CC2)C(C=C)=O)C)=O)C2=C(C=CC=C2Cl)Cl)N=C1C1=C(C=CC=C1)F 6-chloro-1-(2,6-dichlorophenyl)-7-(2-fluorophenyl)-4-((2S)-2-methyl-4-(2-propenoyl)-1-piperazinyl)pyrido[2,3-d]pyrimidin-2(1H)-one